O1CCC2=C1C(=CC=C2)[C@H](C)NC=2C=CN(CN2)C2CCOCC2 (S)-6-((1-(2,3-Dihydrobenzofuran-7-yl)ethyl)amino)-3-(tetrahydro-2H-pyran-4-yl)pyrimidine